2-(2,4-difluorophenyl)-2-(1-(4-(methoxymethyl)piperidine-1-carbonyl)piperidin-4-ylidene)acetonitrile FC1=C(C=CC(=C1)F)C(C#N)=C1CCN(CC1)C(=O)N1CCC(CC1)COC